2-(2-methyl-1-phenyl-1H-indol-3-yl)ethan-1-aminium chloride [Cl-].CC=1N(C2=CC=CC=C2C1CC[NH3+])C1=CC=CC=C1